COC(C1=CN=C(C(=C1)NC(=O)C=1C=NN2C1SC(=C2)C=2C=NN1C2OCCC1)C)=O.BrC1=CC=C(C=C1)C1CCNCC1 4-(4-bromophenyl)piperidine methyl-5-(2-(6,7-dihydro-5H-pyrazolo[5,1-b][1,3]oxazin-3-yl)pyrazolo[5,1-b]thiazole-7-carboxamido)-6-methylnicotinate